C(CC(C)C)N1C=NC2=CC=C(C=C2C1=O)C=1C=CC(=NC1)NC(CCCC)=O N-(5-(3-isopentyl-4-oxo-3,4-dihydro-quinazolin-6-yl)pyridin-2-yl)pentanamide